(S)-(4-(6-fluorobenzo[d]oxazol-2-yl)-6,7-dihydro-1H-imidazo[4,5-c]pyridin-5(4H)-yl)(4-(trifluoromethyl)oxazol-5-yl)methanone FC1=CC2=C(N=C(O2)[C@H]2N(CCC3=C2N=CN3)C(=O)C3=C(N=CO3)C(F)(F)F)C=C1